C(C)(C)(C)OC([C@H](CCC(=O)NCCCC(=O)O)NC(CCCCCCCCCCCCCCCCC(=O)OC(C)(C)C)=O)=O 4-((S)-5-(tert-butoxy)-4-(18-(tert-butoxy)-18-oxooctadecanoylamino)-5-oxopentanoylamino)butyric acid